Cl.N[C@@H](CC1=CC=C(C=C1)O)C(=O)OCC ethyl L-tyrosinate hydrochloride